7-(4-bromo-3-chloro-benzoyl)-2-(4-methoxycyclohexyl)-3-oxo-N-[rac-(1S)-1-phenylethyl]-6,8-dihydro-5H-imidazo[1,5-a]pyrazine-1-carboxamide BrC1=C(C=C(C(=O)N2CC=3N(CC2)C(N(C3C(=O)N[C@@H](C)C3=CC=CC=C3)C3CCC(CC3)OC)=O)C=C1)Cl |r|